tetra-tert-butyl 2,2',2'',2'''-(2-(4-(3-oxo-3-(2,3,5,6-tetrafluorophenoxy)propyl)benzyl)-1,4,7,10-tetraazacyclododecane-1,4,7,10-tetrayl)tetraacetate O=C(CCC1=CC=C(CC2N(CCN(CCN(CCN(C2)CC(=O)OC(C)(C)C)CC(=O)OC(C)(C)C)CC(=O)OC(C)(C)C)CC(=O)OC(C)(C)C)C=C1)OC1=C(C(=CC(=C1F)F)F)F